OCC1C(C1)C(N1N=C2C=C(C=CC2=C1)C#N)C1=C2C=CNC2=C(C=C1OC)C 2-((2-(hydroxymethyl)cyclopropyl)(5-methoxy-7-methyl-1H-indol-4-yl)methyl)-2H-indazole-6-carbonitrile